1,3-dipropylpyrrolinium fluoride [F-].C(CC)[NH+]1C=C(CC1)CCC